O=C1NC(CCC1C1=NN(C2=CC(=C(C=C12)F)C1CCN(CC1)C[C@@H]1[C@@H](CN(CC1)C(=O)OC(C)(C)C)C)C)=O tert-butyl (3S,4S)-4-((4-(3-(2,6-dioxopiperidin-3-yl)-5-fluoro-1-methyl-1H-indazol-6-yl)piperidin-1-yl)methyl)-3-methylpiperidine-1-carboxylate